NC=1C(NC2=CC(=C(C=C2C1C1=C2C=NNC2=C(C=C1)Cl)OCC1CC1)F)=O 3-amino-4-(7-chloro-1H-indazol-4-yl)-6-(cyclopropylmethoxy)-7-fluoro-1H-quinolin-2-one